trimellitic acid trimellitate C(C=1C(C(=O)O)=CC(C(=O)O)=CC1)(=O)O.C(C=1C(C(=O)O)=CC(C(=O)O)=CC1)(=O)O